ClC1=C2C(=CNC2=C(C=C1)N1CCC(CC1)C1=NC=C(N=C1)N1CCC(CC1)C(OCCCC)OCCCC)C#N 4-chloro-7-(4-{5-[4-(dibutoxymethyl)piperidin-1-yl]pyrazin-2-yl}piperidin-1-yl)-1H-indole-3-carbonitrile